3-(5-hydroxymethylbicyclo[2.2.1]hept-2-yl)propan-1-ol OCC1C2CC(C(C1)C2)CCCO